N-[(2-formyl-1H-indol-6-yl)methyl]-1-tetrahydropyran-2-yl-indazole-4-carboxamide C(=O)C=1NC2=CC(=CC=C2C1)CNC(=O)C=1C=2C=NN(C2C=CC1)C1OCCCC1